2-cyclopropyl-4-(2-(4-fluorobenzyl)-3-oxo-3,4,5,7-tetrahydroisothiazolo[5,4-c]pyridin-6(2H)-yl)pyrimidine-5-carbonitrile C1(CC1)C1=NC=C(C(=N1)N1CC2=C(CC1)C(N(S2)CC2=CC=C(C=C2)F)=O)C#N